FS(C=1C=C(C(=CC1)N)N)(F)(F)(F)F 4-(Pentafluorosulfanyl)benzene-1,2-diamine